tetrahydrofuran-3-yl methyl (1-(((2R,3R,5R)-3-hydroxy-5-(5-methyl-2,4-dioxo-3,4-dihydropyrimidin-1(2H)-yl)tetrahydrofuran-2-yl)oxy)ethyl)phosphonate O[C@H]1[C@H](O[C@H](C1)N1C(NC(C(=C1)C)=O)=O)OC(C)P(OC1COCC1)(OC)=O